3,4-dimethylpyrazolium CC=1N[NH+]=CC1C